[Ag].[V].[Ni].[Al] aluminum-nickel-vanadium-silver